OC1=C(C(=C(C(=O)O)C=C1)NC(CC)=O)C1=CC=CC=C1 Hydroxyphenyl-Propamidobenzoic Acid